7-hydroxyflavanone OC1=CC=C2C(CC(OC2=C1)C1=CC=CC=C1)=O